C(C1=CC=CC=C1)N1[C@@H](C(NC[C@@H](C1)O)=O)CCO (3R,6S)-4-Benzyl-6-hydroxy-3-(2-hydroxyethyl)-1,4-diazepan-2-one